5-benzyl-N-(9-chloro-1-methyl-2-oxo-1,2,3,4-tetrahydro-[1,4]diazepino[3,2,1-hi]indol-3-yl)-4H-1,2,4-triazole-3-carboxamide C(C1=CC=CC=C1)C=1NC(=NN1)C(=O)NC1C(N(C=2C=C(C=C3C=CN(C23)C1)Cl)C)=O